ClC1=C(C=CC=C1)C1=NCC=2N(C3=C1C=C(C=C3)[N+](=O)[O-])C(C(N2)=CN2CCN(CC2)C)=O 6-(2-chlorophenyl)-2-(4-methyl-1-piperazinylmethylene)-8-nitro-2H-imidazo[1,2-a][1,4]-benzodiazepine-1(4H)-one